FC(CN1C=2N(C(N=C(C2N=C1CC#N)N1[C@H](CN([C@@H](C1)C)C(C)C1=CC2=C(OC(O2)(C)C)C=C1)C)=O)C)F 2-(9-(2,2-difluoroethyl)-6-((2S,5R)-4-(1-(2,2-dimethylbenzo[d][1,3]dioxol-5-yl)ethyl)-2,5-dimethylpiperazin-1-yl)-3-methyl-2-oxo-3,9-dihydro-2H-purin-8-yl)acetonitrile